ClC1=C(C(=O)C=2C(=NN(C2OCC(=O)C2=CC=C(C=C2)C)C)C)C=CC(=C1C)Cl 2-[[4-(2,4-dichloro-3-methylbenzoyl)-1,3-dimethyl-1H-pyrazol-5-yl]oxy]-1-(4-methylphenyl)ethanone